tert-Butyl 4-aminobutylcarbamate NCCCCNC(OC(C)(C)C)=O